FC1CC(N(C1)C(CC1=CN=NN1)=O)C(=O)NC(C1=CC=C2C=NNC2=C1)C1=NC(=C(C=C1)C(C)C)F 4-fluoro-N-{[6-fluoro-5-(propan-2-yl)pyridin-2-yl](1H-indazol-6-yl)methyl}-1-[2-(1H-1,2,3-triazol-5-yl)acetyl]pyrrolidine-2-carboxamide